ClC1=C2N(C(C(=C1)NC1=NC=NC=C1)=O)C(NC2=O)(C)C2=CC(=CC=C2)Cl 8-chloro-3-(3-chlorophenyl)-3-methyl-6-(pyrimidin-4-ylamino)-2H-imidazo[1,5-a]pyridine-1,5-dione